C1(CC1)NC(=O)C1CCN(CC1)C(=O)C1=NNC(=C1)C1=CC=NC=C1 N-cyclopropyl-1-[5-(pyridin-4-yl)-1H-pyrazole-3-carbonyl]piperidine-4-carboxamide